NC1(CC1)C1=CC(=CC(=N1)NCC(F)(F)F)Cl 6-(1-aminocyclopropyl)-4-chloro-N-(2,2,2-trifluoroethyl)pyridin-2-amine